BrC1=CC(=C(C(=O)O)C=C1)CO 4-bromo-2-(hydroxymethyl)benzoic acid